BrC=1C=C(C=C2CCN(CC12)C(=O)OC(C)(C)C)OCC1=CC=C(C=C1)OC1CCN(CC1)C(=O)OCC[Si](C)(C)C tert-butyl 8-bromo-6-[[4-[1-(2-trimethylsilylethoxycarbonyl) piperidin-4-yl] oxyphenyl] methoxy]-3,4-dihydro-1H-isoquinoline-2-carboxylate